((ethane-1,2-diylbis(oxy))bis(4,1-phenylene))bis(benzophenone) C(COC1=CC=C(C=C1)C1=C(C(=O)C2=CC=CC=C2)C=CC=C1)OC1=CC=C(C=C1)C1=C(C(=O)C2=CC=CC=C2)C=CC=C1